ClC=1C=C(C=CC1F)N(C(=O)C=1C=C(C=2N(C1)C(=CN2)C=2C=CC(=NC2)NC(OC)=O)C)C methyl N-[5-[6-[(3-chloro-4-fluoro-phenyl)-methyl-carbamoyl]-8-methyl-imidazo[1,2-a]pyridin-3-yl]-2-pyridyl]carbamate